C(C)SC=1C=C(C=CC1C1=NC2=C(C=NC(=C2)SC(F)(F)F)N1C)C=1C=NOC1 4-[3-Ethylsulfanyl-4-[3-methyl-6-(trifluoromethylsulfanyl)imidazo[4,5-c]pyridin-2-yl]phenyl]isoxazole